N1N=NN=C1C1=C(C=CC=C1)C1=NC(=CC(=C1)NC1=CC=C(C(=O)N)C=C1)N(CC(C)C)CC1=CC=CC=C1 4-((2-(2-(1H-tetrazol-5-yl)phenyl)-6-(benzyl(isobutyl)amino)pyridin-4-yl)amino)benzamide